C7-fluoro-2-(6-methylimidazo[1,2-a]pyridin-2-yl)-4H-pyrido[1,2-a]pyrimidin-4-one FC=1C=CC=2N(C(C=C(N2)C=2N=C3N(C=C(C=C3)C)C2)=O)C1